C(C1=CC=CC=C1)N1C2=NC=NC(=C2N=C1C1=C(C=C(OCCN2CC3(CSC3)C2)C=C1)Cl)OC1(CC1)C 6-(2-(4-(9-Benzyl-6-(1-methylcyclopropoxy)-9H-purin-8-yl)-3-chlorophenoxy)ethyl)-2-thia-6-azaspiro[3.3]heptane